C(C)(C)(C)C1=C(C(=O)O)C=CC=C1 tertiary butylbenzoic acid